(R)-5-chloro-1-((2S,3S,4R,5R)-3,4-dihydroxy-5-(4-methyl-7H-pyrrolo[2,3-d]pyrimidin-7-yl)tetrahydrofuran-2-yl)-1,3-dihydrobenzo[c]thiophene 2,2-dioxide ClC1=CC2=C([C@@H](S(C2)(=O)=O)[C@H]2O[C@H]([C@@H]([C@@H]2O)O)N2C=CC3=C2N=CN=C3C)C=C1